Ethyl 6-carbonyl-6,6a,7,8,9,9a-hexahydro-5H-cyclopenta[c][1,5]naphthyridine-3-carboxylate C(=O)=C1NC2=CC(=CN=C2C2C1CCC2)C(=O)OCC